CC(C)C=1N=CC(=NC1)O 5-(propane-2-yl)pyrazin-2-ol